(4-(5-((3-((1-methyl-1H-tetrazol-5-yl)thio)quinoxalin-2-yl)thio)-1H-tetrazol-1-yl)butyl)acetamide CN1N=NN=C1SC=1C(=NC2=CC=CC=C2N1)SC1=NN=NN1CCCCCC(=O)N